O=C1NC(CCC1C1=NN(C2=C(C=CC=C12)OCC(=O)NC12CC(C1)(C2)F)C)=O 2-((3-(2,6-dioxopiperidin-3-yl)-1-methyl-1H-indazol-7-yl)oxy)-N-(3-fluoro-bicyclo[1.1.1]pentan-1-yl)acetamide